2-cyclopropyl-6-{[(3S)-3-fluoropyrrolidin-1-yl]methyl}-N-{3-[(2R)-1,1,2-trifluoro-1-(4-methyl-1,2,4-triazol-3-yl)propan-2-yl]phenyl}pyrimidine-4-carboxamide C1(CC1)C1=NC(=CC(=N1)C(=O)NC1=CC(=CC=C1)[C@@](C(C1=NN=CN1C)(F)F)(C)F)CN1C[C@H](CC1)F